C(C)(C)(C)C=1C=C(C=C(C1)C(C)(C)C)N1NC(=CC1C1=CC(=CC(=C1)C(C)(C)C)C(C)(C)C)C=CC1=CC(=CC(=C1)C(C)(C)C)C(C)(C)C 1-(3,5-di-tert-butyl-phenyl)-3-(3,5-di-tert-butyl-styryl)-5-(3,5-di-tert-butyl-phenyl)-pyrazoline